C(C)N1N=CC(=C1)C1=CC=CC(=N1)C(=O)NC=1C(=NC=C(C1)N1C2CC(C1)(C2)C(C)(C)O)C(F)(F)F 6-(1-ethyl-1H-pyrazol-4-yl)-N-(5-(4-(2-hydroxypropan-2-yl)-2-azabicyclo[2.1.1]hexan-2-yl)-2-(trifluoromethyl)pyridin-3-yl)picolinamide